BrC1=CC=C(C(=N1)CC1(CC(N(CC1)C(=O)OC(C)(C)C)(C)C)C(=O)OC)F 1-(tert-butyl) 4-methyl 4-((6-bromo-3-fluoropyridin-2-yl) methyl)-2,2-dimethylpiperidine-1,4-biscarboxylate